C(C)(C)(C)OC(=O)N1C[C@H]2C([C@H]2C1)C(CBr)=O (1R,5S,6r)-6-(bromoacetyl)-3-azabicyclo[3.1.0]Hexane-3-carboxylic acid tert-butyl ester